6-(3-Chloro-benzyl)-3,3-dimethyl-2,3-dihydro-1H-pyrrolo[3,2-c]pyridine, Hydrochloride Salt Cl.ClC=1C=C(CC2=CC3=C(C=N2)C(CN3)(C)C)C=CC1